C(CCCCCCCCCCC)SCC=1C=C(C(=C(C1)CSCCCCCCCCCCCC)O)C 4,6-bis(dodecylmercaptomethyl)-o-cresol